2-Chloro-phenylisocyanate ClC1=C(C=CC=C1)N=C=O